benzyl-6-chloro-4-[4-(1,4-dioxa-8-azaspiro[4.5]decan-8-yl)pyrazol-1-yl]pyridazin-3-amine C(C1=CC=CC=C1)C=1C(=C(N=NC1Cl)N)N1N=CC(=C1)N1CCC2(OCCO2)CC1